C1(CC1)S(=O)(=O)N1N=CC(=C1)C1=NC=CC(=N1)NC1=NC=C(C(=C1)NCC1=CC=C(C=C1)CN(C)C)C#CC=1C=NN(C1)C N2-(2-(1-(Cyclopropylsulfonyl)-1H-pyrazol-4-yl)pyrimidin-4-yl)-N4-(4-((dimethylamino)methyl)benzyl)-5-((1-methyl-1H-pyrazol-4-yl)ethynyl)pyridine-2,4-diamine